peroxyformic acid C(=O)OO